2-(4-cyclopropyl-6-methoxypyrimidin-5-yl)-8-ethyl-9-(4-(5-methyl-3-(trifluoromethyl)-1H-pyrazol-1-yl)benzyl)-9H-purine C1(CC1)C1=NC=NC(=C1C1=NC=C2N=C(N(C2=N1)CC1=CC=C(C=C1)N1N=C(C=C1C)C(F)(F)F)CC)OC